(3R,4S)-3-fluoro-1-((R)-tetrahydrofuran-3-yl)piperidin-4-yl (8-amino-7-fluoro-6-(8-methyl-2,3-dihydro-1H-pyrido[2,3-b][1,4]oxazin-7-yl)isoquinolin-3-yl)carbamate NC=1C(=C(C=C2C=C(N=CC12)NC(O[C@@H]1[C@@H](CN(CC1)[C@H]1COCC1)F)=O)C1=C(C2=C(OCCN2)N=C1)C)F